N1(CCNCC1)C1=CC=C(C=C1)C=1N=C2N(C(=CN=C2N)C=2C=C(C=CC2)C)C1 (4-(piperazin-1-yl)phenyl)-5-(m-tolyl)imidazo[1,2-a]pyrazin-8-amine